4-Amino-N-(1-(2-fluorobenzyl)-6-methylisoquinolin-5-yl)thieno[3,2-d]pyrimidine-7-carboxamide NC=1C2=C(N=CN1)C(=CS2)C(=O)NC2=C1C=CN=C(C1=CC=C2C)CC2=C(C=CC=C2)F